ClC=1C(=NC(=NC1)N1C[C@H]([C@@H](CC1)NC=1C=C(C=CC1)C1C(NC(CC1)=O)=O)C)NC=1C=C2CC(N(C2=CC1)C)=O 3-(3-(((3R,4R)-1-(5-chloro-4-((1-methyl-2-oxoindolin-5-yl)amino)pyrimidin-2-yl)-3-methylpiperidin-4-yl)amino)phenyl)piperidine-2,6-dione